(2S,4R)-2-amino-4-fluoroglutarate N[C@H](C(=O)[O-])C[C@H](C(=O)[O-])F